CC1=C(OC(O1)=O)OC(N(C=1SC2=C(N1)C=C(C=C2)OC(F)(F)F)C)=O.ClC=2C=C(C(=O)NC1=NC=C(C=C1)C1(CCC1)C1=NC3=C(N1)C=C(C=C3)OC(F)(F)F)C=CC2 3-chloro-N-(5-{1-[6-(trifluoromethoxy)-1H-benzimidazol-2-yl]cyclobutyl}pyridin-2-yl)benzamide (5-methyl-2-oxo-1,3-dioxol-4-yl)methyl(5-(trifluoromethoxy)benzo[d]thiazol-2-yl)carbamate